COC=1C=2N(C=C(C1)C1=CC3=C(N(C(N3)=O)C3CCN(CC3)CC3COCC3)C=C1)N=CN2 5-(8-methoxy-[1,2,4]triazolo[1,5-a]pyridin-6-yl)-1-(1-((tetrahydrofuran-3-yl)methyl)piperidin-4-yl)-1,3-dihydro-2H-benzo[d]imidazol-2-one